6-chloro-N-methoxy-4-((6-methyl-2-(N-methylmethylsulfonamido)pyridin-3-yl)amino)nicotinamide ClC1=NC=C(C(=O)NOC)C(=C1)NC=1C(=NC(=CC1)C)N(S(=O)(=O)C)C